N-(5-((6-((S)-3-benzylisoxazolidine-2-yl)pyrimidine-4-yl)amino)-4-methoxy-2-(4-(4-methylpiperazine-1-yl)piperidine-1-yl)phenyl)acrylamide C(C1=CC=CC=C1)[C@@H]1N(OCC1)C1=CC(=NC=N1)NC=1C(=CC(=C(C1)NC(C=C)=O)N1CCC(CC1)N1CCN(CC1)C)OC